water Dihydrate O.O.O